3-((1H-Pyrazolo[3,4-b]pyridin-4-yl)ethynyl)-N-(3-(6-fluoropyridin-3-yl)-1-methyl-1H-indol-6-yl)-4-methylbenzamide N1N=CC=2C1=NC=CC2C#CC=2C=C(C(=O)NC1=CC=C3C(=CN(C3=C1)C)C=1C=NC(=CC1)F)C=CC2C